4-methyl-6-nitroisoquinolin-1(2H)-one CC1=CNC(C2=CC=C(C=C12)[N+](=O)[O-])=O